3-(3'-methyl-6-oxo-6,8-dihydro-2H,7H-spiro[furo[2,3-e]isoindole-3,4'-piperidin]-7-yl)piperidine-2,6-dione CC1CNCCC12COC1=C3CN(C(C3=CC=C12)=O)C1C(NC(CC1)=O)=O